CC=1C=C(C=2N(C(C=C(N2)C2=CC=NC=C2)=O)C1)[C@@H](C)NC1=C(C(=O)O)C=CC=C1 |o1:18| rel-(R)-2-((1-(7-methyl-4-oxo-2-(pyridin-4-yl)-4H-pyrido[1,2-a]pyrimidin-9-yl)ethyl)amino)benzoic acid